N1=CC(=CC=C1)C(=O)OCC([C@H](C[C@H]1C(NCCC1)=O)NC([C@@H](NC(=O)C1CCCC1)CC(C)C)=O)=O (3S)-3-{[N-(cyclopentanecarbonyl)-L-leucyl]amino}-2-oxo-4-[(3S)-2-oxopiperidin-3-yl]butyl pyridine-3-carboxylate